P(=O)(OCCOCCCC)(OCCOCCCC)OCCOCCCC tris-(2-butoxyethyl) phosphate